tert-butyl (S)-5-amino-4-(5-(6-((4-methoxybenzyl) amino)-4-(4-(methylsulfonyl) piperazin-1-yl) pyridin-2-yl) oxoisoindolin-2-yl)-5-oxopentanoate NC([C@H](CCC(=O)OC(C)(C)C)N1C(C2=CC=C(C=C2C1)C1=NC(=CC(=C1)N1CCN(CC1)S(=O)(=O)C)NCC1=CC=C(C=C1)OC)=O)=O